(3S)-3-(5-{[(3S*,4R*)-1-{[8-fluoro-2-(oxan-4-yl)quinolin-6-yl]methyl}-4-(2-methylpropyl)pyrrolidin-3-yl]oxy}-1-oxo-2,3-dihydro-1H-isoindol-2-yl)piperidine-2,6-dione FC=1C=C(C=C2C=CC(=NC12)C1CCOCC1)CN1C[C@H]([C@@H](C1)CC(C)C)OC=1C=C2CN(C(C2=CC1)=O)[C@@H]1C(NC(CC1)=O)=O |o1:20,21|